O=C1NC=CC2=CC(=NC=C12)C=1C=NNC1C(F)(F)F 1-oxo-6-(5-(trifluoromethyl)-1H-pyrazol-4-yl)-2,7-naphthyridin